C(#N)C1=CC(=NC=C1)[C@H]1N(OCC1)C(=O)[C@@H]1CC[C@H](CC1)CN1N=CC2=CC=C(C=C12)C(=O)N trans-1-[[4-[(3S)-3-(4-cyano-2-pyridyl)isoxazolidine-2-carbonyl]cyclohexyl]methyl]indazole-6-carboxamide